S(=O)(=O)(O)O.COC(N)=N.COC(N)=N O-methyl-isourea hemisulfate